8-[(1S)-1-aminoethyl]-2-(5-fluoroisoindolin-2-yl)-3,6-dimethyl-chromen-4-one N[C@@H](C)C=1C=C(C=C2C(C(=C(OC12)N1CC2=CC=C(C=C2C1)F)C)=O)C